(6S)-4-(7-(8-ethynyl-7-fluoro-3-hydroxynaphthalen-1-yl)-6,8-difluoro-2-(((S,E)-4-(fluoromethylene)-1,3-dimethylpiperidin-3-yl)methoxy)quinazolin-4-yl)-6-methyl-1,4-oxaazepan-6-ol C(#C)C=1C(=CC=C2C=C(C=C(C12)C1=C(C=C2C(=NC(=NC2=C1F)OC[C@@]/1(CN(CC\C1=C/F)C)C)N1CCOC[C@](C1)(O)C)F)O)F